FC=1C=NN2C1C(=CC(=C2)C=2N=NN(C2C)C2CCN(CC2)C#N)OCC(C)(O)C2=NC=C(C=C2)F 4-[4-[3-Fluoro-4-[2-(5-fluoro-2-pyridyl)-2-hydroxy-propoxy]pyrazolo[1,5-a]pyridin-6-yl]-5-methyl-triazol-1-yl]piperidine-1-carbonitrile